N,N-diphenyl-monoethyl-amine C1(=CC=CC=C1)N(C1=CC=CC=C1)CC